FC=1C=CC(=NC1)NC1=NN(C2=C1C=NC(=C2)C(=O)N2CCOCCC2)CS(=O)(=O)C [3-(5-Fluoro-pyridin-2-ylamino)-1-methanesulfonylmethyl-1H-pyrazolo[4,3-c]pyridin-6-yl]-[1,4]oxazepan-4-yl-methanone